2-(1-fluorocyclobutyl)thiazole-4-carboxylic acid FC1(CCC1)C=1SC=C(N1)C(=O)O